methyl 4-methoxycarbonylbenzoylformate COC(=O)C1=CC=C(C(=O)C(=O)OC)C=C1